NC1CCN(CC1)S(=O)(=O)C=1C=NN(C1C(=O)NCCCCCOC1=NC(=NC=C1Br)Cl)C 4-[(4-aminopiperidin-1-yl)sulfonyl]-N-{5-[(5-bromo-2-chloropyrimidin-4-yl)oxy]pentyl}-1-methyl-1H-pyrazole-5-carboxamide